(6-bromo-5-methylbenzo[d]isoxazol-3-yl)-2,4-dimethoxybenzenesulfonamide BrC1=CC2=C(C(=NO2)C=2C(=C(C=CC2OC)S(=O)(=O)N)OC)C=C1C